p-METHYLAMINOPHENOL SULPHATE S(=O)(=O)(O)OC1=CC=C(C=C1)NC